P(SCC)(SCC)SCC triethyl trithiophosphite